C(C=C)C1=CC(=C(C(=C1)CC)O)CC 4-allyl-2,6-diethylphenol